C(C1=CC=CC=C1)OC1=C(N(C=C(C1=O)C(NCC1=C(C=C(C=C1)F)F)=O)N(C(OC(C)(C)C)=O)C(C)C=C)C(N[C@H](CO)C=C)=O tert-butyl (3-(benzyloxy)-5-((2,4-difluorobenzyl)carbamoyl)-2-(((S)-1-hydroxybut-3-en-2-yl)carbamoyl)-4-oxopyridin-1(4H)-yl)(but-3-en-2-yl)carbamate